N-Acetyl-D(+)-Glucosamine C(C)(=O)N[C@H]1C(O)O[C@@H]([C@H]([C@@H]1O)O)CO